N-[4-(2,4-difluorophenoxy)-3-(1,5-dimethyl-6-oxopyridin-3-yl)phenyl]-N-methylmethanesulfonamide FC1=C(OC2=C(C=C(C=C2)N(S(=O)(=O)C)C)C2=CN(C(C(=C2)C)=O)C)C=CC(=C1)F